3-(1-((tert-Butyldimethylsilanyloxy)propan-2-yl)-1H-indol-5-yl)piperidine-1-carboxylic acid tert-butyl ester C(C)(C)(C)OC(=O)N1CC(CCC1)C=1C=C2C=CN(C2=CC1)C(C)CO[Si](C)(C)C(C)(C)C